C(C=C)(=O)N1C[C@@H](N(CC1)C1=NC(N2C3=C(C(=C(C=C13)Cl)C1=C(C=C(C=C1)F)F)SC[C@H]2COC)=O)C (3R)-7-((S)-4-acryloyl-2-methylpiperazin-1-yl)-9-chloro-10-(2,4-difluorophenyl)-3-(methoxymethyl)-2,3-dihydro-5H-[1,4]-thiazino[2,3,4-ij]-quinazolin-5-one